5-(2-chlorobenzyl)-3-((2,4-difluorobenzyl)amino)-4H-benzo[e][1,2,4]thiadiazine 1,1-dioxide ClC1=C(CC2=CC=CC3=C2NC(=NS3(=O)=O)NCC3=C(C=C(C=C3)F)F)C=CC=C1